ClC1=CC(=C(C=C1)C1(OC(C2=C(O1)C=CC=C2)C2CCN(CC2)CC2=NC1=C(N2C[C@H]2OCC2)C=C(C=C1)C(=O)O)C#N)F 2-((4-(2-(4-chloro-2-fluorophenyl)-2-cyanobenzo[d][1,3]dioxan-4-yl)piperidin-1-yl)methyl)-1-(((S)-oxetan-2-yl)methyl)-1H-benzo[d]imidazole-6-carboxylic acid